3-(5-amino-2-methyl-4-oxo-3,4-dihydroquinazolin-3-yl)piperidine-2,6-dione NC1=C2C(N(C(=NC2=CC=C1)C)C1C(NC(CC1)=O)=O)=O